CN1C(=NC=C1[N+](=O)[O-])COC1=C(C(=O)N)C=CC=C1 2-((1-methyl-5-nitro-1H-imidazol-2-yl)methoxy)benzamide